CC1(CO1)C1CC2(C(CC1)O2)C 4-(1'-methylepoxyethyl)-1,2-epoxy-2-methylcyclohexane